7-(piperidin-4-yl)-3,4-dihydro-2H-thiopyrano[3,2-b]pyridin-6(5H)-one hydrochloride Cl.N1CCC(CC1)C1=CC2=C(NC1=O)CCCS2